Phenyl carbamate (phenyl carbamate) C1(=CC=CC=C1)NC(O)=O.C(N)(OC1=CC=CC=C1)=O